1-(1-(hydroxymethyl)cyclopropyl)ethan-1-ol OCC1(CC1)C(C)O